ClC1=CC=C(C=C1)C1=C(CCC(C1)(C)C)CN1CCN(CC1)C1=CC(=C(C(=O)NS(=O)(=O)C2=CC(=C(C=C2)NC(=O)N2CCOCC2)[N+](=O)[O-])C=C1)OC=1C=C2C(=NC1)NC=C2 N-(4-{[4-(4-{[2-(4-chlorophenyl)-4,4-dimethylcyclohex-1-en-1-yl]methyl}piperazin-1-yl)-2-(1H-pyrrolo[2,3-b]pyridin-5-yloxy)benzoyl]sulfamoyl}-2-nitrophenyl)morpholine-4-carboxamide